4-[[(2S,3R,4R,5R)-3-[2-[(3,3-Difluorocyclobutyl)methoxy]-3,4-difluoro-phenyl]-4,5-dimethyl-5-(trifluoromethyl)tetrahydrofuran-2-carbonyl]amino]pyridin-2-carboxamid FC1(CC(C1)COC1=C(C=CC(=C1F)F)[C@@H]1[C@H](O[C@]([C@@H]1C)(C(F)(F)F)C)C(=O)NC1=CC(=NC=C1)C(=O)N)F